Methyl 6-(benzyloxy)-10-(1-phenyl-1H-1,2,3-triazol-4-yl)-[1,2,4]triazolo[5,1-a]isoquinoline-5-carboxylate C(C1=CC=CC=C1)OC1=C(N2C(C3=C(C=CC=C13)C=1N=NN(C1)C1=CC=CC=C1)=NC=N2)C(=O)OC